ClC1=CC=C(C(=N1)OC)NC1=CC=C(C(=O)N(C)C)C=C1 4-(6-Chloro-2-methoxy-pyridin-3-ylamino)-N,N-dimethyl-benzamide